(E)-5-(5-Chloropent-1-en-1-yl)-3-isopropyl-2-(8-methyl-[1,2,4]triazolo[1,5-a]pyridin-6-yl)-1H-indole-1-carboxylic acid tert-butyl ester C(C)(C)(C)OC(=O)N1C(=C(C2=CC(=CC=C12)\C=C\CCCCl)C(C)C)C=1C=C(C=2N(C1)N=CN2)C